O1CCN(CC1)CCC1=CC=C(COCC#CCN)C=C1 4-((4-(2-morpholinoethyl)benzyl)oxy)but-2-yn-1-amine